C(C)OC([C@H](NCC1=CC(=C(C=C1)NC1=NSC2=C1C=CC=C2C2=CC1=C(OCCO1)C=C2)Br)CO)=O (3-bromo-4-((7-(2,3-dihydrobenzo[b][1,4]dioxin-6-yl)benzo[D]isothiazol-3-yl)amino)benzyl)-D-serine ethyl ester